C(C)(C)(C)OC(=O)N1C[C@H](OC2=C([C@@H]1C)N=C(C=C2)O)C (2R,5S)-7-hydroxy-2,5-dimethyl-2,3-dihydropyrido[2,3-f][1,4]oxazepine-4(5H)-carboxylic acid tert-butyl ester